7-trifluoromethyl-1,5-dihydrospiro[1-benzazepine-4,2'-[1,3]dioxolane]-2(3H)-one FC(C=1C=CC2=C(CC3(OCCO3)CC(N2)=O)C1)(F)F